4,6-dimethoxy-5-(2-ethoxyvinyl)-pyrimidin-2-ylamine COC1=NC(=NC(=C1C=COCC)OC)N